N-(3-chloro-5-(methylsulfonamido)phenyl)-1-(3-hydroxypropyl)-1H-pyrazole-4-carboxamide ClC=1C=C(C=C(C1)NS(=O)(=O)C)NC(=O)C=1C=NN(C1)CCCO